(S)-3-(4-bromophenyl)-3-fluoropiperidine-2,6-dione BrC1=CC=C(C=C1)[C@@]1(C(NC(CC1)=O)=O)F